NC(=O)C1=CC=CC2=CN(N=C12)C1=CC=C2CC[NH2+]CC2=C1 7-[7-(aminocarbonyl)-2H-indazol-2-yl]-1,2,3,4-tetrahydroisoquinolinium